N3,N3'-(5-amino-3-iminopyridine-2,6(1H,3H)-diylidene)bis{N2-[2-(1H-imidazol-1-yl)ethyl]-6,7-dimethylpyrazolo[1,5-a]pyridine-2,3-diamine} NC1=CC(C(NC1=NC=1C(=NN2C1C=CC(=C2C)C)NCCN2C=NC=C2)=NC=2C(=NN1C2C=CC(=C1C)C)NCCN1C=NC=C1)=N